N(CCO)CCO.C1(=CC=CC=C1)S(=O)(=O)OCCCCCCCCCCCC dodecyl benzenesulfonate diethanolamine salt